NC=1C(=CC(=NC1)C#N)B1OC(C(O1)(C)C)(C)C 5-Amino-4-(4,4,5,5-tetramethyl-1,3,2-dioxaborolan-2-yl)pyridinecarbonitrile